1-cyclopropyl-3-(3,4-dihydro-2H-pyran-6-yl)-1H-pyrazole C1(CC1)N1N=C(C=C1)C1=CCCCO1